4-(4-hydroxy-4-methylpentyl)-3-cyclohexenyl-formaldehyde OC(CCCC1=CCC(CC1)C=O)(C)C